C(#N)N=C(NC1(CC1)[C@H](CC1=CC=C(C=C1)O)N(C)C)NC1COC2=C3C(=CC(=C2C1)F)C=CC=C3 2-cyano-1-(1-((S)-1-(dimethylamino)-2-(4-hydroxyphenyl)ethyl)cyclopropyl)-3-(5-fluorobenzchroman-3-yl)guanidine